3-Methoxy-4-(2,2,2-trifluoro-1-methoxyethyl)picolinonitrile COC=1C(=NC=CC1C(C(F)(F)F)OC)C#N